ClC1=C(C(=CC=C1)Cl)COC=1C=NC(=NC1)N1CC(N(CC1)CCO)=O 4-{5-[(2,6-dichlorophenyl)methoxy]pyrimidin-2-yl}-1-(2-hydroxyethyl)piperazin-2-one